N-(2-aminophenyl)-7-(3,4-dimethyl-7-oxo-2-(p-tolyl)-2,7-dihydro-6H-pyrazolo[3,4-d]pyridazin-6-yl)heptanamide NC1=C(C=CC=C1)NC(CCCCCCN1N=C(C=2C(C1=O)=NN(C2C)C2=CC=C(C=C2)C)C)=O